ClC1=C(C=CC(=C1F)OC)C1=CN=C2N1C=CN=C2NC2=CC(=C(C=C2)C(=O)N2CCN(CC2)C(=O)[C@H]2[C@H](CNCC2)O)C [4-[[3-(2-chloro-3-fluoro-4-methoxyphenyl)imidazo[1,2-a]pyrazin-8-yl]amino]-2-methylphenyl]-[4-[(3R,4R)-3-hydroxypiperidine-4-carbonyl]piperazin-1-yl]methanone